C1(CCCC(C\C=C/CC)O1)=O (Z)-7-decen-5-lactone